2-[4-[3-(4-Chloro-2-hydroxyphenyl)-3-oxoprop-1-enyl]phenoxy]-2-methylpropanoic acid ClC1=CC(=C(C=C1)C(C=CC1=CC=C(OC(C(=O)O)(C)C)C=C1)=O)O